C(C1=CC=CC=C1)OC=1C(=C(C(=O)OC)C(=C(C1OCC1=CC=CC=C1)OCC1=CC=CC=C1)F)F methyl 3,4,5-tris(benzyloxy)-2,6-difluorobenzoate